FC1=C(C(=C(C=C1OC)OC)F)C1=CC2=C(N=C(N=C2)N[C@H]2COC[C@H]2N)C=N1 (3R,4S)-N3-(6-(2,6-difluoro-3,5-dimethoxyphenyl)pyrido[3,4-d]pyrimidin-2-yl)tetrahydrofuran-3,4-diamine